C(C)(C)(C)OCCN(CC[C@@H](C(=O)O)NC(=O)N1[C@@H](CCC[C@H]1C)C)CCCCC1=NC=2NCCCC2C=C1 (2S)-4-[2-tert-butoxyethyl-[4-(5,6,7,8-tetrahydro-1,8-naphthyridin-2-yl)butyl]amino]-2-[[(2R,6R)-2,6-dimethylpiperidine-1-carbonyl]amino]butanoic acid